4-bromo-2-(1-methoxyethyl)pyridine BrC1=CC(=NC=C1)C(C)OC